BrC=1C=NN2C1N=C(N=C2NCC2=NN=C(N2)C2=CC=CC=C2)S(=O)(=O)C 8-bromo-2-(methanesulfonyl)-N-[(5-phenyl-4H-1,2,4-triazol-3-yl)methyl]pyrazolo[1,5-a][1,3,5]triazin-4-amine